2-(1-(Fluoromethyl)-2-oxabicyclo[2.1.1]hexan-4-yl)-6-isopropoxy-N-(1-(1-methylcyclopropyl)-2-oxo-1,2-dihydropyridin-3-yl)-2H-pyrazolo[3,4-b]pyridine-5-carboxamide FCC12OCC(C1)(C2)N2N=C1N=C(C(=CC1=C2)C(=O)NC=2C(N(C=CC2)C2(CC2)C)=O)OC(C)C